CC1=C(OC2=C(C1=O)C=C(C=C2[C@@H](C)NC2=C(C=CC=C2)NS(=O)(=O)C)C)C2=CC=CC=C2 N-[2-[[(1R)-1-(3,6-dimethyl-4-oxo-2-phenyl-benzopyran-8-yl)ethyl]amino]phenyl]methanesulfonamide